4,6-dichloro-N-isopropoxynicotinamide ClC1=CC(=NC=C1C(=O)NOC(C)C)Cl